C(C=C)(=O)N1CCC(CC1)NC=1C=C2C(=NC=NC2=CC1OC)NC1=C(C=C(OC2=CC(=NC=C2)N2C[C@H](CC2)CC#N)C=C1)F (R)-2-(1-(4-(4-((6-((1-acryloylpiperidin-4-yl)amino)-7-methoxyquinazolin-4-yl)amino)-3-fluorophenoxy)pyridin-2-yl)pyrrolidin-3-yl)acetonitrile